2-(2,2-difluorobenzo[d][1,3]dioxol-4-yl)-4,4,5,5-tetramethyl-1,3,2-dioxaborolane FC1(OC2=C(O1)C=CC=C2B2OC(C(O2)(C)C)(C)C)F